CC1(OCC(O1)CN=C=NCC1OC(OC1)(C)C)C N,N'-bis(2,2-dimethyl-1,3-dioxolane-4-ylmethyl)carbodiimide